COC=1C=C(C=C(C1)OC)C#CC1=NN(C2=C1C(=NC=C2F)N)[C@@H]2CNCC2 (S)-3-((3,5-Dimethoxyphenyl)ethynyl)-7-fluoro-1-(pyrrolidin-3-yl)-1H-pyrazolo[4,3-c]pyridin-4-amine